CCCCCCCCCC#C The molecule is a terminal acetylenic compound that is undecane carrying a triple bond at position1. It has a role as a metabolite. It is a terminal acetylenic compound and an alkyne.